4-[(2-amino-[1,2,4]triazolo[1,5-a]pyridin-6-yl)methyl]cyclohexanecarboxylic acid NC1=NN2C(C=CC(=C2)CC2CCC(CC2)C(=O)O)=N1